C1(CC2C(CC1)O2)CC[Si](O[Si](O[Si](C)(C)C)(C)C)(C)C 1-(3,4-epoxycyclohexylethyl)-1,1,3,3,5,5,5-heptamethyltrisiloxane